N1=NC(=CC=C1)C=1C=NC(=NC1)NC=1C=C(C(=O)O)C=CC1 3-((5-(Pyridazin-3-yl)pyrimidin-2-yl)amino)benzoic acid